(2-cyano-2-(2-(3,5-dichloro-4-((7-ethyl-7H-pyrrolo[2,3-d]pyrimidin-4-yl) oxy) phenyl) hydrazono) acetyl) carbamate C(N)(OC(C(=NNC1=CC(=C(C(=C1)Cl)OC=1C2=C(N=CN1)N(C=C2)CC)Cl)C#N)=O)=O